ClC1=CC=C(C=C1)N(C(C1=NC=CC(=C1)C1=CC=C(C=C1)C)=O)C N-(4-chlorophenyl)-N-methyl-4-(p-tolyl)picolinamide